N-cyclopropyl-2-(difluoromethoxy)-6-methoxy-4-[7-(3-methoxyoxetan-3-yl)imidazo[1,2-a]pyridin-3-yl]benzamide C1(CC1)NC(C1=C(C=C(C=C1OC)C1=CN=C2N1C=CC(=C2)C2(COC2)OC)OC(F)F)=O